C(C1=CC=CC=C1)[C@@H](NC([C@H](N(C([C@@H](N(C(OC(C)(C)C)=O)C)CC(C)C)=O)C)CC(F)(F)F)=O)COC1=C(C=2C=C(N=CC2C=C1)C)C(=O)OCC1=CC=CC=C1 benzyl 6-(((6S,9R,12R)-12-benzyl-6-isobutyl-2,2,5,8-tetramethyl-4,7,10-trioxo-9-(2,2,2-trifluoroethyl)-3-oxa-5,8,11-triazatridecan-13-yl)oxy)-3-methylisoquinoline-5-carboxylate